C1(=C(C(=CC(=C1)C)C)S(=O)(=O)ON)C O-mesitylene-sulfonylhydroxyl-amine